CN(CCN(C1=C(C=C(C(=C1)OC)NC1=NC=NC(=C1)N1OCC[C@@H]1C1=CC(=CC=C1)C=1C=NC(=CC1)O)NC(C=C)=O)C)C (R)-N-(2-((2-(dimethylamino)ethyl)(methyl)amino)-5-((6-(3-(3-(6-hydroxypyridin-3-yl)phenyl)isoxazolidin-2-yl)pyrimidin-4-yl)amino)-4-methoxyphenyl)acrylamide